4-(4,4,5,5-tetramethyl-1,3,2-dioxaborolan-2-yl)indolin-2-one CC1(OB(OC1(C)C)C1=C2CC(NC2=CC=C1)=O)C